1-Tert-butyl 3-(1-(cyclopropylmethyl)-7-(6-ethyl-2-methylpyridin-3-yl)-5-(4-(5-fluoro-3-methoxypyridin-2-yl)piperazine-1-carbonyl)-1H-indol-2-yl)-5,6-dihydropyridine-1(2H)-carboxylate C1(CC1)CN1C(=CC2=CC(=CC(=C12)C=1C(=NC(=CC1)CC)C)C(=O)N1CCN(CC1)C1=NC=C(C=C1OC)F)C=1CN(CCC1)C(=O)OC(C)(C)C